3-phenoxy-2-methylpropionic acid methyl ester COC(C(COC1=CC=CC=C1)C)=O